8-bromopyrrolo[2,3,4-de]quinolin-5(4H)-one BrC1=CC=C2C=3C(=CC=NC13)NC2=O